CN1C(C(C=2C1=CN=CC2C2=NSC(=N2)NC2=NC=C(C=C2NC)C(F)(F)F)(C)C)=O 1,3,3-trimethyl-(5-((3-(methylamino)-5-(trifluoromethyl)pyridin-2-yl)amino)-1,2,4-thiadiazol-3-yl)-1H-pyrrolo[2,3-c]pyridin-2(3H)-one